2-(((tert-butyldimethylsilyl)oxy)methyl)-7-(1-(5-(tert-butylsulfonyl)-2-fluoro-5-azaspiro[3.4]octan-7-yl)-6-chloro-1,2,3,4-tetrahydroquinolin-8-yl)thieno[3,2-b]pyridine [Si](C)(C)(C(C)(C)C)OCC1=CC2=NC=CC(=C2S1)C=1C=C(C=C2CCCN(C12)C1CN(C2(CC(C2)F)C1)S(=O)(=O)C(C)(C)C)Cl